Cl.N(N)C1=CC2=CC=CC=C2C=C1 2-hydrazinonaphthalene hydrochloride